glycerol mono-acrylate C(C=C)(=O)OCC(O)CO